(+-)-2,2,5-trimethyl-5-pentylcyclopentanone CC1(C([C@@](CC1)(CCCCC)C)=O)C |r|